FC(C1=CC=C(C=N1)N1CCC(CC1)CO)(F)F (1-(6-(trifluoromethyl)pyridin-3-yl)piperidin-4-yl)methanol